NC1=CC=C(C(=C1C(=O)N(C)C)F)C=1C=C2C(=NC1)NCC21CC1 6-Amino-3-(1',2'-dihydrospiro[cyclopropane-1,3'-pyrrolo[2,3-b]pyridin]-5'-yl)-2-fluoro-N,N-dimethylbenzamide